CN(CCN(CC1=NC=CC=C1)C)CC1=NC=CC=C1 N,N'-dimethyl-N,N'-bis(2-pyridylmethyl)-1,2-diaminoethane